(±)-4-((1S,2S,3R)-2-azido-1,3-difluoro-4-methylpentenyl)benzonitril N(=[N+]=[N-])C(=C(F)C1=CC=C(C#N)C=C1)[C@@H](C(C)C)F |r|